2-Chloro-5,7-dihydro-6H-pyrrolo[3,4-b]pyridin ClC1=CC=C2C(=N1)CNC2